4-{[2-fluoro-6-(oxan-4-yl)phenyl]amino}-2-[(6-methoxy-2-methyl-1,2,3,4-tetrahydroisoquinolin-7-yl)amino]pyrimidine-5-carboxamide FC1=C(C(=CC=C1)C1CCOCC1)NC1=NC(=NC=C1C(=O)N)NC1=C(C=C2CCN(CC2=C1)C)OC